C(C)(C)SC(C1=CC(=C(OCC=2OC3=C(N2)C=CC=C3)C=C1)OC)SC(C)C 2-(4-(bis(isopropylsulfanyl)methyl)-2-methoxyphenoxy)methylbenzo[d]oxazole